(2-((6-chloro-4-methyl-2,3-dihydro-1H-inden-2-yl)amino)pyrimidin-5-yl)(6-oxa-1-azaspiro[3.3]heptan-1-yl)methanone ClC1=CC(=C2CC(CC2=C1)NC1=NC=C(C=N1)C(=O)N1CCC12COC2)C